6-methyl-1-(1-methylpiperidin-4-yl)-1,3-dihydro-2H-benzo[d]Imidazol-2-one CC=1C=CC2=C(N(C(N2)=O)C2CCN(CC2)C)C1